N1C=C(C2=CC=CC=C12)C1=NC(=C(C(=O)NN)C=C1)C 6-(1H-indol-3-yl)-2-methylnicotinhydrazide